C1(=CC(=CC=C1)C1=C(C(=NC(=C1C#N)OCC)N)C#N)C1=CC=CC=C1 4-([1,1'-biphenyl]-3-yl)-2-amino-6-ethoxypyridine-3,5-dicarbonitrile